4-(4-bromophenyl)-5-hydroxy-5-methyl-1H-pyrrol-2-one BrC1=CC=C(C=C1)C1=CC(NC1(C)O)=O